COC(C1=CC(=C(C=C1)C)C(F)(F)F)=O 4-methyl-3-(trifluoromethyl)benzoic acid methyl ester